5-[4-amino-5-(trifluoromethyl)pyrrolo[2,1-f][1,2,4]triazin-7-yl]-N-[(3R)-3-(4-chlorophenyl)-3-hydroxypropyl]-2-(trifluoromethyl)pyridine-3-carboxamide NC1=NC=NN2C1=C(C=C2C=2C=C(C(=NC2)C(F)(F)F)C(=O)NCC[C@@H](O)C2=CC=C(C=C2)Cl)C(F)(F)F